phenyl-bis(1-piperazinyl)phosphine oxide C1(=CC=CC=C1)P(N1CCNCC1)(N1CCNCC1)=O